5-Chloropyrrolo[2,1-f][1,2,4]triazine-2,4(1H,3H)-dione ClC=1C=CN2NC(NC(C21)=O)=O